C[C@H]1N(C[C@@H](N(C1)C(C(=O)NC=1C2=C(C=NC1)C=NN2)=O)C2=CC=C(C=C2)N2CCN(CC2)C)C(C(C)(C)C)=O ((2S,5R)-5-methyl-2-(4-(4-methylpiperazin-1-yl)phenyl)-4-pivaloylpiperazin-1-yl)-2-oxo-N-(1H-pyrazolo[4,3-c]pyridin-7-yl)acetamide